S1C(=CC=C1)[S+](C1=CC=CC=C1)C1=CC=2C(C3=CC=CC=C3SC2C=C1)=O thiophenyl-9-oxo-9H-thioxanthene-2-ylphenylsulfonium